CS(=O)(=O)OCCCOCCOCCOCCOCCNC(OC(C)(C)C)=O 2,2-dimethyl-4-oxo-3,8,11,14,17-pentaoxa-5-azaicosan-20-yl methane-sulfonate